O=C1NC(CCC1N1C(C2=CC=C(C=C2C1=O)CN1CCN(CC1)C/C=C/C(=O)O)=O)=O (E)-4-(4-((2-(2,6-dioxopiperidin-3-yl)-1,3-dioxoisoindoline-5-yl)methyl)piperazine-1-yl)but-2-enoic acid